[4-[3-(4-ethylphenyl)butyl]phenyl]-trimethylazanium [[amino-[3-[2-(1,3-benzothiazol-2-yl)-2-(propylsulfonylamino)ethyl]phenyl]methylene]amino]acetate NC(C1=CC(=CC=C1)CC(NS(=O)(=O)CCC)C=1SC2=C(N1)C=CC=C2)=NCC(=O)[O-].C(C)C2=CC=C(C=C2)C(CCC2=CC=C(C=C2)[N+](C)(C)C)C